NC([C@H]([C@@H](C)O)NC(C(=O)C1=CC(=C2CCCCN12)C(=O)NC1=CC(=C(C=C1)F)C)=O)=O 3-(2-(((2S,3R)-1-amino-3-hydroxy-1-oxobutan-2-yl)amino)-2-oxoacetyl)-N-(4-fluoro-3-methylphenyl)-5,6,7,8-tetrahydroindolizine-1-carboxamide